O=C1N(CC2=C3C(=CC=C12)C1(CCN(CC1)CC1=CC=C2C=CN(C2=C1)CC=1C=NC=CC1)CO3)C3C(NC(CC3)=O)=O 3-(6-oxo-1'-((1-(pyridin-3-ylmethyl)-1H-indol-6-yl)methyl)-6,8-dihydro-2H,7H-spiro[furo[2,3-e]isoindole-3,4'-piperidin]-7-yl)piperidine-2,6-dione